N-(3-methoxy-4-(3-methyl-6-(pyrazolo[1,5-a]pyrimidin-3-yl)-1H-pyrazolo[4,3-c]pyridin-1-yl)phenyl)-1-(tetrahydrofuran-2-yl)methanesulfonamide COC=1C=C(C=CC1N1N=C(C=2C=NC(=CC21)C=2C=NN1C2N=CC=C1)C)NS(=O)(=O)CC1OCCC1